C(C)OC(=O)C1=CC=2C(=C(N=CC2Br)OC)N1COCC[Si](C)(C)C.C(C1=CC=CC=C1)N1C(C(NCC1)(C1=CC(=CC=C1)O)CC1=C(C=C(C=C1Br)F)Br)=O 1-benzyl-3-(2,6-dibromo-4-fluorobenzyl)-3-(3-hydroxyphenyl)piperazin-2-one ethyl-4-bromo-7-methoxy-1-{[2-(trimethylsilyl)ethoxy]methyl}-1H-pyrrolo[2,3-c]pyridine-2-carboxylate